ClC=1C(N(N=CC1OCC=1C=NC(=CC1)I)CC(C)(C)Cl)=O 4-chloro-2-(2-chloro-2-methyl-propyl)-5-[(6-iodo-3-pyridyl)methoxy]pyridazin-3-one